CCC(CC(C)O)O Methyl-2,4-pentanediol